O(S(=O)(=O)C(F)(F)F)C1=NC=2CCC(CC2C=C1)=O 6-oxo-5,6,7,8-tetrahydroquinolin-2-yl triflate